3-fluoro-N,N-dimethyl-4-nitrobenzamide FC=1C=C(C(=O)N(C)C)C=CC1[N+](=O)[O-]